N(C(C(=O)[O-])CC(=O)[O-])C(C(=O)[O-])CC(=O)[O-].[Zn+2].OCN1C(=O)NC(=O)C1(C)C.[Zn+2] 1-(HYDROXYMETHYL)-5,5-DIMETHYL-HYDANTOIN zinc iminodisuccinate